N-(tert-butyl)-7-butyl-10-methyl-7H-benzo[d]pyrido[1',2':1,2]imidazo[4,5-f][1,3]diazepin-6-amine C(C)(C)(C)NC=1N(C2=C(C3=C(N1)C=CC=C3)N=C3N2C=C(C=C3)C)CCCC